Cl.NCC(=O)C1=CC(=C(C=C1)F)F 2-amino-1-(3,4-difluorophenyl)ethanone hydrochloride